4-((4-((2-ethyl-4-phenylthiazol-5-yl)oxy)pyridin-2-yl)amino)-N-ethylbenzamide C(C)C=1SC(=C(N1)C1=CC=CC=C1)OC1=CC(=NC=C1)NC1=CC=C(C(=O)NCC)C=C1